NC1=C(C=C(C=N1)NC(C(=O)N1[C@H](CC[C@@H](C1)C)C=1C=CC2=C(N=C(O2)C2CCN(CC2)C)C1)=O)CC N-(6-amino-5-ethylpyridin-3-yl)-2-((2R,5S)-5-methyl-2-(2-(1-methylpiperidin-4-yl)benzo[d]oxazol-5-yl)piperidin-1-yl)-2-oxoacetamide